N1-(2,6-bis(benzyloxy)pyridin-3-yl)-4-bromobenzene-1,2-diamine C(C1=CC=CC=C1)OC1=NC(=CC=C1NC=1C(=CC(=CC1)Br)N)OCC1=CC=CC=C1